ClC1=C(C=CC(=C1)F)C1=CC(OC2=CC(=CC=C12)OC(C(=O)OC)COC)=O methyl 2-[4-(2-chloro-4-fluoro-phenyl)-2-oxo-2H-chromen-7-yl]oxy-3-methoxy-propanoate